FC=1C=C(C=CC1)N1C(C2=CC=C(C=C2CC1)O)=O 2-(3-fluorophenyl)-6-hydroxy-3,4-dihydro-isoquinolin-1(2H)-one